O=C1C(=C(C=NN1)N[C@H](COCCC)CC)C(F)(F)F 3-[(2S)-2-[[6-oxo-5-(trifluoromethyl)-1,6-dihydropyridazin-4-yl]amino]butoxy]propan